N1(C=NC=C1)C1=CC=C(C=C1)NC(C(=O)NC=1C=C(C=CC1)C=1N(C2=CC(=C(C=C2C1I)C(=O)O)O)C)=O 2-(3-(2-((4-(1H-imidazol-1-yl)phenyl)amino)-2-oxoacetamido)phenyl)-6-hydroxy-3-iodo-1-methyl-1H-indole-5-carboxylic acid